ClC1=CC=C2C(=C(NC2=C1Cl)CC(CO)NC(OC(C)(C)C)=O)I tert-butyl (1-(6,7-dichloro-3-iodo-1H-indol-2-yl)-3-hydroxypropan-2-yl)carbamate